N-(2-(2-((6-chlorohexyl)oxy)ethoxy)ethyl)-2-diazo-3',6'-bis(3-(dimethylamino)azetidin-1-yl)-3-oxo-2,3-dihydrospiro[indene-1,9'-xanthene]-6-carboxamide ClCCCCCCOCCOCCNC(=O)C1=CC=C2C(C(C3(C4=CC=C(C=C4OC=4C=C(C=CC34)N3CC(C3)N(C)C)N3CC(C3)N(C)C)C2=C1)=[N+]=[N-])=O